FC1=CC=C(CC=2C=NN(C2)C(=O)N[C@@H]2C(N(C3=C(OC2)C=CC(=C3)C#CC3(COC3)O)C)=O)C=C1 (S)-4-(4-Fluorobenzyl)-N-(7-((3-hydroxyoxetan-3-yl)ethynyl)-5-methyl-4-oxo-2,3,4,5-tetrahydrobenzo[b][1,4]oxazepin-3-yl)-1H-pyrazol-1-carboxamid